FC(C(=O)O)(F)F.C(C)[C@@H]1N(CCNC1)C(=O)C1CC1 (S)-2-Ethyl-1-(Cyclopropylformyl)piperazine trifluoroacetate salt